3-(3,5-difluorophenyl)-N-[rel-(3R,5R)-5-(trifluoromethylsulfonylcarbamoyl)tetrahydrofuran-3-yl]-5-vinyl-4H-isoxazole-5-carboxamide FC=1C=C(C=C(C1)F)C1=NOC(C1)(C(=O)N[C@H]1CO[C@H](C1)C(NS(=O)(=O)C(F)(F)F)=O)C=C |o1:16,19|